C1(CC1)C(C=C(C)C1CC1)=O 1,3-dicyclopropyl-2-buten-1-one